3-chloro-amino-3-chloro-5-aminopyridine ClC1(C(N=CC(=C1)N)N)Cl